Chromium dioxide dichloride [Cl-].[Cl-].[O-2].[O-2].[Cr+6]